methyl (S)-2-amino-3-(8-(6-fluoro-1-methyl-2-oxo-4-(trifluoromethyl)-1,2-dihydroquinolin-3-yl)imidazo[1,2-a]pyridin-5-yl)propanoate N[C@H](C(=O)OC)CC1=CC=C(C=2N1C=CN2)C=2C(N(C1=CC=C(C=C1C2C(F)(F)F)F)C)=O